6-benzyl-6-methyl-7,8-dihydroquinoline-2,5(1H,6H)-dione C(C1=CC=CC=C1)C1(C(C=2C=CC(NC2CC1)=O)=O)C